3-(3-(2-trifluoromethylphenyl)-4-thiazolinonyl)-N-(4-1-N-pyrazolylbutyl)benzamide FC(C1=C(C=CC=C1)N1C(SC=C1C=1C=C(C(=O)NCCCCN2N=CC=C2)C=CC1)=O)(F)F